C1(CC1)C1=NN=C2N1C1=C(C(=CC(=C1NC2(C)C)F)C=2C=1N(C=C(C2)F)N=CC1)C Cyclopropyl-6-fluoro-8-(6-fluoro-pyrazolo[1,5-a]pyridin-4-yl)-4,4,9-trimethyl-5H-[1,2,4]triazolo[4,3-a]quinoxaline